C(CC)(=O)N1C=CC2=CC(=CC=C12)C1=C(C(=O)O)C=CC=C1 (1-propionyl-1H-indol-5-yl)benzoic acid